P(=O)(OCCCCCCCCCC=1CC2C(CCC2(C1C1=CC=CC=C1)C(=C)C1=CC=CC=C1)O)(OCC[N+](C)(C)C)[O-] 9-(6-exo-hydroxy-3-phenyl-3a-(1-phenylvinyl)-1,3a,4,5,6,6a-hexahydropentalen-2-yl)nonyl (2-(trimethylammonio)ethyl) phosphate